2-(2-(Difluoromethoxy)-5-fluorophenyl)oxirane Methyl-(12R)-Ricinoleate COC(CCCCCCC\C=C/C[C@H](O)CCCCCC)=O.FC(OC1=C(C=C(C=C1)F)C1OC1)F